[4-(diphenylbismuthaneyl)-5-methyl-2-phenylpyridine-1-yl]iridium (III) C1(=CC=CC=C1)[Bi](C1=CC(N(C=C1C)[Ir+2])C1=CC=CC=C1)C1=CC=CC=C1